N-(4,6-dichloro-5-isopropoxy-pyrimidin-2-yl)-1-methyl-pyrazole-4-sulfonamide ClC1=NC(=NC(=C1OC(C)C)Cl)NS(=O)(=O)C=1C=NN(C1)C